{1-[1-(3-bromobenzoyl)piperidin-4-yl]-3-[4-(7H-pyrrolo[2,3-d]pyrimidin-4-yl)-1H-pyrazol-1-yl]azetidin-3-yl}acetonitrile BrC=1C=C(C(=O)N2CCC(CC2)N2CC(C2)(N2N=CC(=C2)C=2C3=C(N=CN2)NC=C3)CC#N)C=CC1